FC=1C(=CC=NC1)N 5-fluoropyridin-4-amine